(R)-1-(1-((2-(difluoromethoxy)-3,4,5,6-tetrafluorophenyl)sulfonyl)pyrrolidin-3-yl)-3-(4-phenoxyphenyl)-1H-pyrazolo[3,4-d]pyrimidin-4-amine FC(OC1=C(C(=C(C(=C1F)F)F)F)S(=O)(=O)N1C[C@@H](CC1)N1N=C(C=2C1=NC=NC2N)C2=CC=C(C=C2)OC2=CC=CC=C2)F